COC1=CC=C(C=C1)CN(C1=C(C=C(C(=N1)OC)CCCO)F)CC1=CC=C(C=C1)OC 3-[6-[bis[(4-methoxyphenyl)methyl]amino]-5-fluoro-2-methoxy-3-pyridinyl]propan-1-ol